5-CHLORO-3-CYCLOPROPYL-1-PROPYL-1H-PYRAZOLE-4-CARBALDEHYDE ClC1=C(C(=NN1CCC)C1CC1)C=O